CN(C1CCN(CC1)CC=O)C 2-[4-(DIMETHYLAMINO)PIPERIDIN-1-YL]ACETALDEHYDE